6-(1-Acryl-piperidin-4-yloxy)-4-(3,4-dichloro-phenylamino)-7-methoxy-quinoline-3-carbonitrile C(=O)(C=C)N1CCC(CC1)OC=1C=C2C(=C(C=NC2=CC1OC)C#N)NC1=CC(=C(C=C1)Cl)Cl